F[C@@H](CN(CC[C@@H](C(=O)O)NC1=NC(=CN=C1)C1=CC=CC=C1)CCCCC1=NC=2NCCCC2C=C1)COC (S)-4-(((S)-2-fluoro-3-methoxypropyl)(4-(5,6,7,8-tetrahydro-1,8-naphthyridin-2-yl)butyl)amino)-2-((6-phenylpyrazin-2-yl)amino)butanoic acid